C(C(=O)F)(=O)F.C1CC12CCN(CC2)C=2C=C(C=CC2N2N=NC(=C2)C2=CC(=NC(=C2)C)N2CCC(CC2)(F)F)C2C(C2)(S(=O)(=O)N)CO (3-{6-azaspiro[2.5]oct-6-yl}-4-{4-[2-(4,4-difluoropiperidin-1-yl)-6-methylpyridin-4-yl]-1H-1,2,3-triazol-1-yl}phenyl)-1-(hydroxymethyl)cyclopropane-1-sulfonamide di-fluorooxalate